ClC=1C=C(C=CC1F)NC(N(C)C(C)C1=CNC(C2=CC=C(C=C12)Cl)=O)=O 3-(3-chloro-4-fluorophenyl)-1-(1-(6-chloro-1-oxo-1,2-dihydroisoquinolin-4-yl)ethyl)-1-methyl-urea